n-Docosanen C=CCCCCCCCCCCCCCCCCCCCC